2-(2,3,4-trimethylpent-4-en-2-yl)propane-1,3-diol CC(C)(C(C(=C)C)C)C(CO)CO